CC1=C(C=C2CCCNC2=N1)C1=NC=CC=N1 (2S)-7-methyl-6-(pyrimidin-2-yl)-3,4-dihydro-1H-1,8-naphthyridine